C1(CCCC1)N1N=C(C=C1C1=C(C=CC=C1)C(F)(F)F)C(=O)N[C@H](CC=1OC(=NN1)C(F)(F)F)CCC1=CC=C(C=C1)F 1-cyclopentyl-N-[(2S)-4-(4-fluorophenyl)-1-[5-(trifluoromethyl)-1,3,4-oxadiazol-2-yl]butan-2-yl]-5-[2-(trifluoromethyl)phenyl]-1H-pyrazole-3-carboxamide